C(C)(C)(C)OC(=O)N1C2CC(CC1CCC2)N 3-amino-9-azabicyclo[3.3.1]nonane-9-carboxylic acid tert-butyl ester